Tert-butyl 2-(((tert-butoxycarbonyl)(cyclobutylmethyl)amino)methyl)-6-((4-(5-(methylsilyl)pyridin-3-yl)-1H-1,2,3-triazol-1-yl)methyl)-1H-indole-1-carboxylate C(C)(C)(C)OC(=O)N(CC1CCC1)CC=1N(C2=CC(=CC=C2C1)CN1N=NC(=C1)C=1C=NC=C(C1)[SiH2]C)C(=O)OC(C)(C)C